C12(CC(C1)C2)NC(C(=O)C=2C(=C(N(C2)C)C(=O)O)C)=O 4-(2-(bicyclo[1.1.1]pent-1-ylamino)-2-oxoacetyl)-1,3-dimethyl-1H-pyrrole-2-carboxylic acid